2-Chloro-4-[[(1R-2R)-2-hydroxy-2-methyl-cyclopentyl]amino]-3-methyl-benzonitrile ClC1=C(C#N)C=CC(=C1C)N[C@H]1[C@](CCC1)(C)O